5-[4-(2-Cyclopentylthio-3-pyridyl)phenyl]pentanoic acid C1(CCCC1)SC1=NC=CC=C1C1=CC=C(C=C1)CCCCC(=O)O